4-[3-hydroxy-8-(3-trifluoromethyl-phenyl)-quinolin-2-yl]-4-oxo-butyric acid ethyl ester C(C)OC(CCC(=O)C1=NC2=C(C=CC=C2C=C1O)C1=CC(=CC=C1)C(F)(F)F)=O